4-hydroxy-N-{2-[4-(2-methoxyethyl)piperazin-1-yl]-5-({7-oxo-5-[2-(triisopropylsilyl)ethynyl]-8H-pyrido[2,3-d]pyrimidin-2-yl}amino)phenyl}butanamide OCCCC(=O)NC1=C(C=CC(=C1)NC=1N=CC2=C(N1)NC(C=C2C#C[Si](C(C)C)(C(C)C)C(C)C)=O)N2CCN(CC2)CCOC